ClCC1(CO1)C 2-chloromethyl-1,2-propylene oxide